NC=1C(=C(C=C2C=C(N=CC12)NC(=O)[C@H]1[C@@H](C1)C#N)C=1C=NC=CC1C)C#N trans-N-[8-amino-7-cyano-6-(4-methyl-3-pyridyl)-3-isoquinolyl]-2-cyanocyclopropane-1-carboxamide